(S)-2-amino-3-(4-(8-((R)-1-(4-chloro-2-(3-methyl-1H-pyrazol-1-yl)phenyl)-2,2,2-trifluoroethoxy)imidazo[1,2-a]pyrazin-3-yl)phenyl)propanoic acid hydrochloride Cl.N[C@H](C(=O)O)CC1=CC=C(C=C1)C1=CN=C2N1C=CN=C2O[C@@H](C(F)(F)F)C2=C(C=C(C=C2)Cl)N2N=C(C=C2)C